C1(CC1)C(=O)NC1=NC=C(C(=O)NOC)C(=C1)NC1=C2N([C@H](C=3N(C2=CC=C1)N=C(N3)C)C)C (S)-6-(cyclopropanecarboxamido)-N-methoxy-4-((2,4,5-trimethyl-4,5-dihydro-[1,2,4]triazolo[1,5-a]quinoxalin-6-yl)amino)nicotinamide